4-((2r,4s)-4-cyclobutoxy-1-((5-methoxy-7-methyl-1H-indol-4-yl)methyl)piperidin-2-yl)benzoic acid C1(CCC1)O[C@@H]1C[C@@H](N(CC1)CC1=C2C=CNC2=C(C=C1OC)C)C1=CC=C(C(=O)O)C=C1